C(C)(=O)C1=NN(C2=CC=C(C=C12)C(=O)O)CC(=O)N(C(C)C)CC(=O)NCC1=C(C(=CC=C1)Cl)F 3-acetyl-1-(2-((2-(3-chloro-2-fluorophenylmethylamino)-2-oxoethyl)(isopropyl)amino)-2-oxoethyl)-1H-indazole-5-carboxylic acid